5-pyrimidineboronic acid pinacol ester N1=CN=CC(=C1)B1OC(C)(C)C(C)(C)O1